The molecule is an inositol phosphate oxoanion resulting from the removal of all three protons from the phosphate groups of bis(1L-myo-inositol) 3,1'-phosphate 1-phosphate. It is a conjugate base of a bis(1L-myo-inositol) 3,1'-phosphate 1-phosphate. [C@@H]1([C@@H]([C@H]([C@H]([C@H]([C@@H]1O)OP(=O)([O-])OC2[C@H]([C@H](C([C@H]([C@@H]2O)O)O)O)O)O)OP(=O)([O-])[O-])O)O